N[C@H]1CN(C[C@@H](C1)F)C(=O)C=1C=C(C=2N(C1)N=C(C2C)C=2N(C1=CC(=CC=C1C2)NC[C@H](C(C)(C)O)F)CC2CC2)OC ((3R,5R)-3-Amino-5-fluoropiperidin-1-yl)(2-(1-(cyclopropylmethyl)-6-(((R)-2-fluoro-3-hydroxy-3-methylbutyl)amino)-1H-indol-2-yl)-4-methoxy-3-methylpyrazolo[1,5-a]pyridin-6-yl)methanone